2'-O-methyluridine-3'-monophosphate P(=O)(O)(O)O[C@H]1[C@H]([C@@H](O[C@@H]1CO)N1C(=O)NC(=O)C=C1)OC